O1C2(CC1)NCCCC2 piperidine-spiro-oxetane